C1(CCC1)=NNC(OC(C)(C)C)=O tert-Butyl N-(cyclobutylideneamino)carbamate